C(C)C=1C=C2C(=C(C(=NC2=C(C1)F)N1C[C@H]([C@H](C1)C)NC[C@H]1COCC1)C1=NC(=NO1)C)C (3S,4S)-1-(6-ethyl-8-fluoro-4-methyl-3-(3-methyl-1,2,4-oxadiazol-5-yl)quinolin-2-yl)-4-methyl-N-(((S)-tetrahydrofuran-3-yl)methyl)pyrrolidin-3-amine